methoxy-2-oxoindole COC=1C(N=C2C=CC=CC12)=O